N1C(=NC=C1)CC1=C2C(NC(C2=CC=C1)=O)=O (1H-imidazol-2-ylmethyl)isoindole-1,3-dione